CN(C(CNCCCCC1=CC=C2CCCN(C2=N1)C(=O)OC(C)(C)C)=O)C tert-butyl 7-(4-((2-(dimethylamino)-2-oxoethyl)amino) butyl)-3,4-dihydro-1,8-naphthyridine-1(2H)-carboxylate